1,3-bis-butyl-sulfoimidazole tert-butyl-(S)-1-(((R)-tert-butylsulfinyl)amino)-1,3-dihydrospiro[indene-2,4'-piperidine]-1'-carboxylate C(C)(C)(C)OC(=O)N1CCC2(CC1)[C@@H](C1=CC=CC=C1C2)N[S@](=O)C(C)(C)C.C(CCC)N2C(N(C=C2)CCCC)S(=O)(=O)O